COC1=CC=C(C=C1)N(C1=CC(C(C2=CC3=CC=CC=C3C=C12)=O)=O)C1=CC=C(C=C1)OC 4-(bis(4-methoxyphenyl)amino)anthracene-1,2-dione